ClC1=CC(=C(C=C1)C1C(C(NC1CC(C)(C)C)C(=O)O)C1=CC(=CC=C1)Cl)F 4-(4-chloro-2-fluorophenyl)-3-(3-chlorophenyl)-5-neopentylpyrrolidine-2-carboxylic acid